FC1=CC2=C(SC(=C2C)S(=O)(=O)NC2=C(C=C(C=C2)C=2OC(=CN2)C)S(=O)(=O)C)C=C1 5-fluoro-N-[2-methanesulfonyl-4-(5-methyl-oxazol-2-yl)phenyl]-3-methylbenzo[b]thiophene-2-sulfonamide